FC1=C(C=CC(=C1)CN1CCCC1)C=1C=C2C(=CC=NC2=CC1)NC=1C=CC2=C(N=C(S2)N)C1 N5-(6-(2-fluoro-4-(pyrrolidin-1-ylmethyl)phenyl)quinolin-4-yl)benzo[d]thiazole-2,5-diamine